[Rb].FC1=C(C(=C(C(=C1C[B-](CC1=C(C(=C(C(=C1F)F)F)F)F)(CC1=C(C(=C(C(=C1F)F)F)F)F)CC1=C(C(=C(C(=C1F)F)F)F)F)F)F)F)F.C(C)(=O)NC1=CC=C(C=C1)[S+](C1=CC=CC=C1)C1=CC=CC=C1 4-acetamidophenyldiphenyl-sulfonium tetrakis(pentafluorobenzyl)borate rubidium